2-(4-(1-methyl-7-(1-methyl-1H-pyrazol-4-yl)-2,3-dioxo-2,3-dihydropyrido[2,3-b]pyrazine-4(1H)-yl)piperidin-1-yl)pyrimidine-5-carbonitrile CN1C2=C(N(C(C1=O)=O)C1CCN(CC1)C1=NC=C(C=N1)C#N)N=CC(=C2)C=2C=NN(C2)C